F[C@H]1CN(C[C@H]1OS(=O)(=O)C)C(=O)OC(C)(C)C tert-butyl (3S,4R)-3-fluoro-4-((methylsulfonyl)oxy)pyrrolidine-1-carboxylate